N-(4-chloro-2,5-difluorophenyl)-5H-[1,3]dioxolo[4,5-f]indole-7-sulphonamide ClC1=CC(=C(C=C1F)NS(=O)(=O)C1=CNC=2C=C3C(=CC12)OCO3)F